N-[3-(5-amino-1,3-dioxan-2-yl)propyl]-4-[[3-(3-fluoro-4-methoxyphenyl)imidazo[1,2-a]pyrazin-8-yl]amino]-N,2-dimethylbenzamide NC1COC(OC1)CCCN(C(C1=C(C=C(C=C1)NC=1C=2N(C=CN1)C(=CN2)C2=CC(=C(C=C2)OC)F)C)=O)C